4,4'-((4-bromophenyl)azanediyl)dibenzoaldehyde BrC1=CC=C(C=C1)N(C1=CC=C(C=O)C=C1)C1=CC=C(C=O)C=C1